C\C=C/C (Z)-2-Buten